O=C1NC(CCC1N1C(C2=CC=CC(=C2C1)NCCCOCCOCCOCCC1=C(C=C(C#N)C=C1)OC1=CC2=C(B(OC2)O)C=C1)=O)=O 4-(2-(2-(2-(3-((2-(2,6-Dioxopiperidin-3-yl)-1-oxoisoindolin-4-yl)amino)propoxy)-ethoxy)ethoxy)ethyl)-3-((1-hydroxy-1,3-dihydrobenzo[c][1,2]oxaborol-5-yl)oxy)benzonitrile